FC(CN1C(=NC2=C1C=C(C=C2F)C=2C(=CN1N=C(N=C(C12)OC)N[C@@H]1[C@H](CN(CC1)C1(COC1)[2H])F)F)C)F 5-(1-(2,2-difluoroethyl)-4-fluoro-2-methyl-1H-benzo[d]imidazol-6-yl)-6-fluoro-N-((3S,4S)-3-fluoro-1-(oxetan-3-yl-3-d)piperidin-4-yl)-4-methoxypyrrolo[2,1-f][1,2,4]triazin-2-amine